9-(2-(dioctylamino)pyrimidin-5-yl)-6,7-dimethoxynaphtho[2,3-c]furan-1(3H)-one hydrochloride Cl.C(CCCCCCC)N(C1=NC=C(C=N1)C1=C2C=C(C(=CC2=CC2=C1C(OC2)=O)OC)OC)CCCCCCCC